ClC=1C(=C(C=CC1)[Pd](P(=O)=O)C1=CC=CC=C1)Cl dichloro-diphenyl-phosphopalladium